(8-amino-5,6-difluoro-4-quinolinyl)-2-cyanoacrylate NC=1C=C(C(=C2C(=CC=NC12)OC(C(=C)C#N)=O)F)F